BrC=1C=C(CN2CCC(CC2)(C)C)C=C(C1OC)F 1-(3-bromo-5-fluoro-4-methoxybenzyl)-4,4-dimethylpiperidine